5-chloro-N2-(4-((2S,6S)-2,6-dimethyl-1-(tetrahydro-2H-pyran-4-yl)-1,2,3,6-tetrahydropyridin-4-yl)-2-isopropoxy-5-methylphenyl)-N4-(2-(isopropylsulfonyl)phenyl)pyrimidine-2,4-diamine ClC=1C(=NC(=NC1)NC1=C(C=C(C(=C1)C)C=1C[C@@H](N([C@H](C1)C)C1CCOCC1)C)OC(C)C)NC1=C(C=CC=C1)S(=O)(=O)C(C)C